C1([C@@H](O)[C@H](O)[C@H](O)[C@@H](O1)C)[C@]1([C@H]([C@H](O[C@H]2[C@@H]([C@H](C(O)O[C@@H]2CO)NC(C)=O)O)O[C@@H]([C@@H]1O)CO)O)O 3'-fucosyl-N-acetyllactosamine